S(=O)(=O)(OCCC(F)(F)F)OCCC(F)(F)F bis(3,3,3-trifluoropropyl) Sulfate